NC1=C(N=CC(=N1)C(=O)NC1CNCC1)C1=C(C(=CC=C1)Cl)Cl 6-amino-5-(2,3-dichlorophenyl)-N-(pyrrolidin-3-yl)pyrazine-2-carboxamide